FC=1C=C(C=CC1F)S(=O)(=O)N1CC(OCC1)C1=C(SC2=C1C=CC=C2)C(=O)N [4-(3,4-Difluorophenyl)sulfonylmorpholin-2-yl]benzothiophen-2-carboxamid